5-bromo-2-methylpyridine-3-sulfonyl chloride BrC=1C=C(C(=NC1)C)S(=O)(=O)Cl